4-chlorobenzyl (4-(2-oxo-2-(3-oxopiperazin-1-yl)ethyl)phenyl)carbamate O=C(CC1=CC=C(C=C1)NC(OCC1=CC=C(C=C1)Cl)=O)N1CC(NCC1)=O